tert-butyl (cis)-4-{5-[(4-bromo-2-cyclopropyl-5-methylphenyl)amino]-1-methyl-3-oxopyrazolo[4,3-b]pyridin-2-yl}cyclohexane-1-carboxylate BrC1=CC(=C(C=C1C)NC1=CC=C2C(=N1)C(N(N2C)[C@H]2CC[C@H](CC2)C(=O)OC(C)(C)C)=O)C2CC2